2-methyl-4-{4-[3-(trifluoromethyl)benzoyl]pyridin-2-yl}benzamide CC1=C(C(=O)N)C=CC(=C1)C1=NC=CC(=C1)C(C1=CC(=CC=C1)C(F)(F)F)=O